COC=1C=C2C(=NC(=NC2=CC1C#CCN1CCCC1)N1CCCC1)NC1=NOC=C1 N-(6-methoxy-2-(pyrrolidin-1-yl)-7-(3-(pyrrolidin-1-yl)prop-1-yn-1-yl)quinazolin-4-yl)isoxazol-3-amine